C(C)C(C(=O)[O-])CCCC.[Bi+3].C(C)C(C(=O)[O-])CCCC.C(C)C(C(=O)[O-])CCCC bismuth 2-ethylhexanoate